CC1=NC(=NC(=C1S(=O)(=O)N1C[C@H]2CN(C[C@@H]2C1)CC1CCOCC1)C)C(F)(F)F (3aR,6aR)-2-((4,6-dimethyl-2-(trifluoromethyl)pyrimidin-5-yl)sulfonyl)-5-((tetrahydro-2H-pyran-4-yl)methyl)octahydropyrrolo[3,4-c]pyrrole